(2-fluoroethyl)(5-(4-(6-nitrobenzo[d]thiazol-2-yl)phenyl)pyridin-2-yl)carbamic acid tert-butyl ester C(C)(C)(C)OC(N(C1=NC=C(C=C1)C1=CC=C(C=C1)C=1SC2=C(N1)C=CC(=C2)[N+](=O)[O-])CCF)=O